5,5-difluoro-3-(trifluoromethyl)-6,6a,7,8,9,10-hexahydro-5H-pyrazino[1,2-a][1,8]naphthyridine FC1(CC2N(C=3N=CC(=CC13)C(F)(F)F)CCNC2)F